α-methyl-D-homophenylalanine hydrochloride Cl.C[C@@](N)(CCC1=CC=CC=C1)C(=O)O